3-iodopyrazolo[1,5-a]pyrimidine IC=1C=NN2C1N=CC=C2